C(CCC)[Sn](CCCCCCCCCCCC)(CCCCCCCCCCCC)CCCC dibutyldilauryl-tin